ClC1=C(C=C2C(=C(N(C2=C1F)C)C=1NC(=NN1)C(COC)O)N1C=NC=C1)OC 1-(5-(6-chloro-7-fluoro-3-(1H-imidazol-1-yl)-5-methoxy-1-methyl-1H-indol-2-yl)-4H-1,2,4-triazol-3-yl)-2-methoxyethan-1-ol